(5R,5'R)-5,5'-(((((3,3'-dichloro-[4,4'-bipyridine]-2,2'-diyl)bis(2-fluoro-6-methoxy-4,1-phenylene))bis(methylene))bis(azanediyl))bis(methylene))bis(pyrrolidin-2-one) ClC=1C(=NC=CC1C1=C(C(=NC=C1)C1=CC(=C(C(=C1)OC)CNC[C@H]1CCC(N1)=O)F)Cl)C1=CC(=C(C(=C1)OC)CNC[C@H]1CCC(N1)=O)F